6-((2S)-2-(1-methyl-1H-pyrazol-4-yl)-4-morpholinyl)-2-(2-propanyl)-2,3-dihydro-1H-pyrrolo[3,4-c]pyridin-1-one CN1N=CC(=C1)[C@H]1CN(CCO1)C1=CC2=C(C=N1)CN(C2=O)C(C)C